trans-4,4,5,5-tetramethyl-2-(2-phenylcyclopropyl)-1,3,2-dioxaborolane CC1(OB(OC1(C)C)[C@H]1[C@@H](C1)C1=CC=CC=C1)C